COC(C1=NC=CC(=C1)NC(=O)[C@@H]1O[C@]([C@H]([C@H]1C1=C(C(=C(C=C1)F)F)OC)C)(C(F)(F)F)C)=O 4-((2R,3S,4S,5R)-3-(3,4-difluoro-2-methoxyphenyl)-4,5-dimethyl-5-(trifluoromethyl)tetrahydrofuran-2-carboxamido)picolinic acid methyl ester